5-(7-(4-(diphenylamino)phenyl)benzo[c][1,2,5]thiadiazol-4-yl)thiophene-2-formaldehyde C1(=CC=CC=C1)N(C1=CC=C(C=C1)C1=CC=C(C=2C1=NSN2)C2=CC=C(S2)C=O)C2=CC=CC=C2